2-chloro-N-(pyridin-3-yl)acetamide ClCC(=O)NC=1C=NC=CC1